NC=1C(=C2C(=NC1)N(C=C2)S(=O)(=O)C2=CC=CC=C2)N[C@@H]2C[C@H]([C@](CC2)(C)NC(OC(C)(C)C)=O)O[Si](C)(C)C(C)(C)C tert-Butyl N-[(1R,2R,4S)-4-[[5-amino-1-(benzenesulfonyl)pyrrolo[2,3-b]pyridin-4-yl]amino]-2-[tert-butyl(dimethyl)silyl]oxy-1-methyl-cyclohexyl]carbamate